1-((6-cyclopropyl-8-(3-hydroxyoxetan-3-yl)imidazo[1,2-a]pyridin-2-yl)methyl)-N-(2-fluoro-3-methoxy-6-(1H-tetrazol-1-yl)benzyl)-1H-1,2,3-triazole-4-carboxamide C1(CC1)C=1C=C(C=2N(C1)C=C(N2)CN2N=NC(=C2)C(=O)NCC2=C(C(=CC=C2N2N=NN=C2)OC)F)C2(COC2)O